C1CC12CCCC2O Spiro[2.4]heptan-7-ol